BrC=1C=C(C2=C(C=CS2)C1)COC(C)=O (5-Bromo-1-benzothiophen-7-yl)methylacetate